1,4-diphenyl-2-((4-(trifluoromethyl)benzyl)thio)-1H-imidazole C1(=CC=CC=C1)N1C(=NC(=C1)C1=CC=CC=C1)SCC1=CC=C(C=C1)C(F)(F)F